tert-butyl 3-({9,10-dimethoxy-4-oxo-6H,7H-pyrimido[4,3-a]isoquinolin-2-yl}(2,4,6-trimethylphenyl)amino)pyrrolidine-1-carboxylate COC=1C=C2CCN3C(C2=CC1OC)=CC(=NC3=O)N(C3CN(CC3)C(=O)OC(C)(C)C)C3=C(C=C(C=C3C)C)C